sodium ferric pyrophosphate fluoride [F-].[O-]P([O-])(=O)OP(=O)([O-])O.[Fe+3].[Na+]